Cl.N[C@H](C(=O)OC(CC)CC)CC Pentane-3-yl (S)-2-aminobutyrate hydrochloride